C(CCCCCCCCCCCCCCCCC)C1(NC(=NC(=N1)NCCCCCCCCCCCCCCCCCC)NCCCCCCCCCCCCCCCCCC)N 2,N4,N6-Trioctadecyl-1,3,5-triazine-2,4,6-triamine